mono-β-methoxyethyl maleate C(\C=C/C(=O)[O-])(=O)OCCOC